C12CN(CC(N1)C2)C2=CC=C(C=N2)C=2C=1N(C=C(C2)OC[C@@H](C)O)N=CC1C#N 4-(6-(3,6-diazabicyclo[3.1.1]hept-3-yl)pyridin-3-yl)-6-((R)-2-hydroxypropoxy)pyrazolo[1,5-a]pyridine-3-carbonitrile